1-(4'-methylbiphenyl-4-yl)-4-prop-(1E)-enylcyclohexanol CC1=CC=C(C=C1)C1=CC=C(C=C1)C1(CCC(CC1)\C=C\C)O